C1(=O)OCC2=CC=CC=C12 (-)-phthalide